OC[C@](CCCCC)(C)NC(OC(C)(C)C)=O tert-butyl (R)-(1-hydroxy-2-methylheptan-2-yl)carbamate